C(C)(C)(CC(C)(C)C)C1=CC=C(C=C1)O p-tertiary octyl-phenol